7-[4-[(2S,3R)-2-(tert-butoxycarbonylamino)-5-azaspiro[2.4]heptan-5-yl]-8-[tert-butoxycarbonyl(methyl)amino]-5,6-difluoro-9H-pyrido[2,3-b]indol-3-yl]-4-oxo-quinolizine-3-carboxylic acid C(C)(C)(C)OC(=O)N[C@H]1C[C@]12CN(CC2)C2=C(C=NC=1NC3=C(C=C(C(=C3C12)F)F)N(C)C(=O)OC(C)(C)C)C1=CN2C(C(=CC=C2C=C1)C(=O)O)=O